ClC1=C(C=CC(=C1)Cl)C1=NNC(=C1)C(=O)NCCCO 3-(2,4-dichlorophenyl)-N-(3-hydroxypropyl)-1H-pyrazole-5-carboxamide